N-(2-(3,5-dimethyl-1H-1,2,4-triazol-1-yl)ethyl)-2-((3-(2,6-dioxopiperidin-3-yl)-1-methyl-1H-indazol-6-yl)oxy)acetamide CC1=NN(C(=N1)C)CCNC(COC1=CC=C2C(=NN(C2=C1)C)C1C(NC(CC1)=O)=O)=O